4-imidazol-1-yl-3-methyl-7-[4-(trifluoromethoxy)phenyl]benzimidazole-5-carboxylic acid ethyl ester C(C)OC(=O)C1=C(C2=C(N=CN2C)C(=C1)C1=CC=C(C=C1)OC(F)(F)F)N1C=NC=C1